FC1C(NCC=2C3=C(N=CC12)C(=CC(=C3)B3OC(C(O3)(C)C)(C)C)F)(C)C 4,7-difluoro-3,3-dimethyl-9-(4,4,5,5-tetramethyl-1,3,2-dioxaborolan-2-yl)-1,2,3,4-tetrahydrobenzo[c][2,6]naphthyridine